5-(2-chlorophenoxy)-3-(((4-methoxypyridin-2-yl)methyl)amino)-4H-benzo[e][1,2,4]thiadiazine 1,1-dioxide ClC1=C(OC2=CC=CC3=C2NC(=NS3(=O)=O)NCC3=NC=CC(=C3)OC)C=CC=C1